ClC=1C=C2C(C(=CN(C2=CC1N1[C@H]([C@H](CC1)C)COC1=NC=CC=C1Cl)C=1C=NC(=CC1)N1CC(C1)N(C)C)C(=O)OCC)=O |r| rac-ethyl 6-chloro-7-((2R,3S)-2-(((3-chloropyridin-2-yl)oxy)methyl)-3-methylpyrrolidin-1-yl)-1-(6-(3-(dimethylamino)azetidin-1-yl)pyridin-3-yl)-4-oxo-1,4-dihydroquinoline-3-carboxylate